(L)-tyrosine N[C@@H](CC1=CC=C(C=C1)O)C(=O)O